C(=O)O.NCCNC(CN1CCN(CC1)C(C1=C(C=C(C=C1)NC=1C=2N(C=CN1)C(=CN2)C=2C(=NN(C2)CC(F)F)C(F)(F)F)Cl)=O)=O N-(2-aminoethyl)-2-(4-(2-chloro-4-((3-(1-(2,2-difluoroethyl)-3-(trifluoromethyl)-1H-pyrazol-4-yl)imidazo[1,2-a]pyrazin-8-yl)amino)benzoyl)piperazin-1-yl)acetamide formate